N-(4-(imidazo[1,2-a]pyridin-7-yloxy)-3-methylphenyl)-6-(piperidin-4-yloxy)pyrido[3,2-d]pyrimidin-4-amine HCl salt Cl.N=1C=CN2C1C=C(C=C2)OC2=C(C=C(C=C2)NC=2C1=C(N=CN2)C=CC(=N1)OC1CCNCC1)C